3-(trifluoromethyl)benzimidamide HCl Cl.FC(C=1C=C(C(N)=N)C=CC1)(F)F